methyl 5-benzyl-3-((5-methylpyrazine-2-carboxamido)methyl)-4,5-dihydroisoxazole-5-carboxylate C(C1=CC=CC=C1)C1(CC(=NO1)CNC(=O)C1=NC=C(N=C1)C)C(=O)OC